C(C)(C)(C)C1=CC=C(C=C1)C=1OC2=C(N1)C=CC=C2 2-(4-tert-butylphenyl)-1,3-benzoxazole